1,2,3,4-tetrahydroquinoline-7-carbonitrile N1CCCC2=CC=C(C=C12)C#N